BrC=1N=C2C(=NC1)N(C(=C(C2=O)N2C(CN(CC2)C(=O)OC(C)(C)C)C)CC)CC(=O)NC2=C(C=C(C=C2)C(F)(F)F)Cl tert-butyl 4-(2-bromo-5-(2-((2-chloro-4-(trifluoromethyl)phenyl)amino)-2-oxoethyl)-6-ethyl-8-oxo-5,8-dihydropyrido[2,3-b]pyrazin-7-yl)-3-methylpiperazine-1-carboxylate